tert-butyl (5-((3-nitro-6-(1H-pyrazol-1-yl)pyridin-2-yl)amino)pyridin-2-yl)carbamate [N+](=O)([O-])C=1C(=NC(=CC1)N1N=CC=C1)NC=1C=CC(=NC1)NC(OC(C)(C)C)=O